2,3-dimethyl-6-[2-(1-methylpyrazol-4-yl)morpholin-4-yl]pyrimido[5,4-d]pyrimidin-4-one CC=1N(C(C2=C(N1)C=NC(=N2)N2CC(OCC2)C=2C=NN(C2)C)=O)C